FC=1C(=NC=CC1)C(C)N(C(C(=O)O)=O)CC1=NC=C(C=C1)C=1C=NN(C1)C 2-((1-(3-fluoropyridin-2-yl)ethyl)((5-(1-methyl-1H-pyrazol-4-yl)pyridin-2-yl)methyl)amino)-2-oxoacetic acid